COC(C1=NC(=CC(=C1Cl)N)C1=C(C(=C(C=C1)Cl)OC)F)=O 4-amino-3-chloro-6-(4-chloro-2-fluoro-3-methoxyphenyl)picolinic acid methyl ester